FC1=CC=C(C=C1)C1=NN2C(CNCC2(C)C)=C1 2-(4-fluorophenyl)-7,7-dimethyl-4,5,6,7-tetrahydropyrazolo[1,5-a]pyrazine